2-(2-(cyclopropanesulfonylamino)-6-(trifluoromethyl)pyrimidin-4-yl)-N-(4-(6-ethoxypyrazin-2-yl)phenyl)-2-methylpropanamide C1(CC1)S(=O)(=O)NC1=NC(=CC(=N1)C(C(=O)NC1=CC=C(C=C1)C1=NC(=CN=C1)OCC)(C)C)C(F)(F)F